C1(=CC=CC=C1)C=1NC(SC1)N/N=C/C=1N=C(C=2N(C3=CC=CC=C3C2C1)CC1=CC=C(C=C1)F)C(C)C 4-phenyl-2-(((E)-(9-(4-fluorobenzyl)-1-isopropyl-β-carbolin-3-yl)methylene)hydrazino)-2,3-dihydrothiazole